OCCS(=O)(=O)C12CC[N+](CC1)(CC2)[O-] 4-((2-hydroxyethyl)sulfonyl)quinuclidin 1-oxide